Cl.Cl.C1(=CC=CC=C1)C(C(=N)N)C phenylpropanamidine-dihydrochloride